COC(=O)C1C2C=CC(C1C(=O)O)C2 5-methoxycarbonyl-6-carboxynorbornene